(R)-{(2R,5R)-5-[(p-methoxyphenyl)methyl]-5-methyl-2-pyrrolidinyl}(m-fluorophenyl)methanol COC1=CC=C(C=C1)C[C@]1(CC[C@@H](N1)[C@H](O)C1=CC(=CC=C1)F)C